7-(4-{4-[7-({4-[2-(2,6-Dioxopiperidin-3-yl)-1-oxo-2,3-dihydro-1H-isoindol-5-yl]piperazin-1-yl}methyl)-2-azaspiro[3.5]nonan-2-yl]phenyl}piperidin-1-yl)-4-fluoro-1H-indole-3-carbonitrile O=C1NC(CCC1N1C(C2=CC=C(C=C2C1)N1CCN(CC1)CC1CCC2(CN(C2)C2=CC=C(C=C2)C2CCN(CC2)C=2C=CC(=C3C(=CNC23)C#N)F)CC1)=O)=O